(2-(1-propenoyl-1,2,5,6-tetrahydropyridin-3-yl)thiazol-4-yl)-N-(4-(7-methoxy-1H-indol-3-yl)-5-(trifluoromethyl)pyrimidin-2-yl)propanamide sulfate Sodium salt [Na+].S(=O)(=O)([O-])[O-].C(C=C)(=O)N1CC(=CCC1)C=1SC=C(N1)C(C(=O)NC1=NC=C(C(=N1)C1=CNC2=C(C=CC=C12)OC)C(F)(F)F)C.[Na+]